BrC1=CC(=C(C(=C1)[N+](=O)[O-])N[C@H]1[C@H](CCCC1)NC(=O)C1=CC(NC2=C(C=CC=C12)F)=O)C(NC)=O N-((1S,2R)-2-((4-bromo-2-(methylcarbamoyl)-6-nitrophenyl)amino)cyclohexyl)-8-fluoro-2-oxo-1,2-dihydroquinoline-4-carboxamide